Tert-Butyl 1-(Acetoxymethyl)-10,10-Dicyano-4-MEthyl-2-Oxo-3,4A,5,6,7,8,10,11-Octahydro-2H-5,8-EpiminoCyclopenta[B]Heptalene-12-Carboxylate C(C)(=O)OCC=1C(CC2=C(C3C4CCC(C=C3C(CC21)(C#N)C#N)N4C(=O)OC(C)(C)C)C)=O